COC1=CC=C(C=C1)C(OCC=1C=C(CNC(CCCCCCCCC(=O)[O-])=O)C=C(C1)CO)(C1=CC=CC=C1)C1=CC=C(C=C1)OC.[Li+] lithium 10-((3-((bis(4-methoxyphenyl) (phenyl) methoxy) methyl)-5-(hydroxymethyl) benzyl) amino)-10-oxodecanoate